2-bromo-7-(pyrrolidine-1-carbonyl)-12-oxa-3-thia-6-azatricyclo[6.4.1.04,13]trideca-1,4(13),7-trien-5-one BrC1=C2OCCCC3=C(NC(C(S1)=C23)=O)C(=O)N2CCCC2